(S)-9-(2-Hydroxy-2-pyridin-2-ylethyl)-2-((R)-3-methyl-morpholin-4-yl)-8-trifluoromethyl-6,7,8,9-tetrahydro-pyrimido[1,2-a]-pyrimidin-4-one OC(CN1[C@@H](CCN2C1=NC(=CC2=O)N2[C@@H](COCC2)C)C(F)(F)F)C2=NC=CC=C2